(S*)-(7-chloro-10,11-dihydrobenzo[6,7]oxepino[3,2-b]pyridin-11-yl)-N-methylmethanamine ClC1=CC2=C(C[C@H](C3=NC=CC=C3O2)CNC)C=C1 |o1:6|